(+/-)-5-[4-(2,6-difluoro-4-{[5-(hydroxymethyl)-4-methyl-5,6-dihydro-4H-1,3-oxazin-2-yl]amino}phenoxy)-1H-pyrrolo[2,3-b]pyridin-3-yl]-2-[(propan-2-yl)oxy]benzonitrile FC1=C(OC2=C3C(=NC=C2)NC=C3C=3C=CC(=C(C#N)C3)OC(C)C)C(=CC(=C1)NC=1OCC(C(N1)C)CO)F